2,6-di-tert-pentyl-4-methylphenyl-pentaerythritol diphosphite OP(O)OP(O)O.C(C)(C)(CC)C1=C(C(=CC(=C1)C)C(C)(C)CC)C(O)C(CO)(CO)CO